C[Si](CN)(C)N([Si](C)(C)C)[Si](C)(C)C [dimethyl-aminomethyl-silyl]bis(trimethyl-silyl)amine